COC=1C=C(CN(C(=S)N)C)C=CC1 1-(3-methoxybenzyl)-1-methyl-thiourea